(S)-N-(1-(5-cyano-3-fluoropyridin-2-yl)ethyl)-2-(6-fluoro-5-methyl-2,4-dioxo-1,4-dihydroquinazolin-3(2H)-yl)acetamide C(#N)C=1C=C(C(=NC1)[C@H](C)NC(CN1C(NC2=CC=C(C(=C2C1=O)C)F)=O)=O)F